ClC=1C=C(C=NC1N1N=CC=N1)C1=NN(C(=C1C(=O)N)C(F)(F)F)C1=NC=C(C=C1)C (5-chloro-6-(2H-1,2,3-triazol-2-yl)pyridin-3-yl)-1-(5-methylpyridin-2-yl)-5-(trifluoromethyl)-1H-pyrazole-4-carboxamide